CN1C=C(C2=CC=CC=C12)C1=C(C(NC1=O)=O)C1=CN(C2=CC=CC=C12)C1CCN(CC1)C(=O)OC(C)(C)C tert-butyl 4-{3-[4-(1-methylindol-3-yl)-2,5-dioxo-1H-pyrrol-3-yl]indol-1-yl}piperidine-1-carboxylate